(1R,2R)-N-(7-chloro-6-(1-((3S,4S)-4-hydroxy-3-methyltetrahydrofuran-3-yl)piperidin-4-yl)isoquinolin-3-yl)-2-(3-methyl-1,2,4-oxadiazol-5-yl)cyclopropane-1-carboxamide ClC1=C(C=C2C=C(N=CC2=C1)NC(=O)[C@H]1[C@@H](C1)C1=NC(=NO1)C)C1CCN(CC1)[C@]1(COC[C@H]1O)C